2,3-dichloro-1,1,3-trifluoropropene ClC(=C(F)F)C(F)Cl